1-(4-methylphenyl)-4-{4-[(7-trifluoromethylquinolin-4-yl)carbamoyl]phenyl}piperazine CC1=CC=C(C=C1)N1CCN(CC1)C1=CC=C(C=C1)C(NC1=CC=NC2=CC(=CC=C12)C(F)(F)F)=O